N1=NC(=CC2=C1C1=C(CCC2)C=CC=C1)N1N=C(N=C1N)NC=1C=CC2=C(CC[C@H](CC2)NC(C)C)C1 1-(6,7-dihydro-5H-benzo[6,7]cyclohepta[1,2-c]pyridazin-3-yl)-N3-((7S)-7-(2-propylamino)-6,7,8,9-tetrahydro-5H-benzo[7]annulene-2-yl)-1H-1,2,4-triazole-3,5-diamine